6-methyl-5-oxo-1-(4-(trifluoromethyl)phenyl)-5,6-dihydropyrido[3,4-d]pyridazin CN1C(C2=CN=NC(=C2C=C1)C1=CC=C(C=C1)C(F)(F)F)=O